CC1=C(C=NC=C1)S(=O)(=O)C1=CC=C(C=C1)CNC(=O)C=1C=C2C(=NC1)NN=C2 N-{[4-(4-methylpyridine-3-sulfonyl)phenyl]methyl}-1H-pyrazolo[3,4-b]pyridine-5-carboxamide